6-Chloro-N-(2-chloro-6-methoxypyridin-3-yl)-1H-indole-3-sulfonamide ClC1=CC=C2C(=CNC2=C1)S(=O)(=O)NC=1C(=NC(=CC1)OC)Cl